C1(CC1)C(=O)N1CCC2=CC(=CC=C12)C=1N=C(SC1C)NC(CC1=CC(=CC=C1)OCCCCNC1=C2C(N(C(C2=CC=C1)=O)C1C(NC(CC1)=O)=O)=O)=O N-(4-(1-(cyclopropanecarbonyl)indolin-5-yl)-5-methylthiazol-2-yl)-2-(3-(4-((2-(2,6-dioxopiperidin-3-yl)-1,3-dioxoisoindolin-4-yl)amino)butoxy)phenyl)acetamide